4-tert-butyl-β-chloro-α-methylcinnamaldehyde C(C)(C)(C)C1=CC=C(C(=C(C=O)C)Cl)C=C1